3-[5-[1-[5-[[8-fluoro-6-hydroxy-7-(1,1,4-trioxo-1,2,5-thiadiazolidin-2-yl)-2-naphthyl]oxy]-3,3-dimethyl-pentyl]-4-piperidyl]-3-methyl-2-oxo-benzimidazol-1-yl]piperidine-2,6-dione FC=1C(=C(C=C2C=CC(=CC12)OCCC(CCN1CCC(CC1)C1=CC2=C(N(C(N2C)=O)C2C(NC(CC2)=O)=O)C=C1)(C)C)O)N1S(NC(C1)=O)(=O)=O